COC1=C(CC2NCCC2)C=CC=C1 2-(2-methoxy-benzyl)pyrrolidine